3-(1-(2,2-difluoroethyl)-1H-pyrazolo[3,4-b]pyrazin-6-yl)-1'-(4-(trifluoromethyl)pyridin-2-yl)-3-azaspiro[bicyclo[3.2.1]octane-8,3'-pyrrolidin]-5'-one FC(CN1N=CC=2C1=NC(=CN2)N2CC1CCC(C2)C12CN(C(C2)=O)C2=NC=CC(=C2)C(F)(F)F)F